FC=1C=CC(=C(C1)C(=O)N1[C@@H]2[C@@H](C[C@H](C1)CC2)OC2=NC=C(C=C2)C)C2=NC=CC=N2 (5-fluoro-2-(pyrimidin-2-yl)phenyl)((1S,4R,6R)-6-((5-methylpyridin-2-yl)oxy)-2-azabicyclo[2.2.2]oct-2-yl)methanone